2-(difluoro(methoxy)methyl)-1,1,1,2,3,3,3-heptafluoropropane FC(C(C(F)(F)F)(C(F)(F)F)F)(OC)F